3-((5-fluoro-4-(1-(4-fluorophenyl)-6-oxo-1,6-dihydropyridin-3-yl)pyrimidin-2-yl)amino)cyclohexane-1-carboxamide FC=1C(=NC(=NC1)NC1CC(CCC1)C(=O)N)C1=CN(C(C=C1)=O)C1=CC=C(C=C1)F